4-(5-(7,8-dimethyl-[1,2,4]triazolo[1,5-a]pyridin-6-yl)-6-isopropyl-4H-pyrrolo[3,2-d]thiazol-2-yl)-N-((1-(methylsulfonyl)cyclopropyl)methyl)cyclohexan-1-amine CC1=C(C=2N(C=C1C1=C(C=3N=C(SC3N1)C1CCC(CC1)NCC1(CC1)S(=O)(=O)C)C(C)C)N=CN2)C